triacontyl n-octacosanoate C(CCCCCCCCCCCCCCCCCCCCCCCCCCC)(=O)OCCCCCCCCCCCCCCCCCCCCCCCCCCCCCC